N(=NN)C(=O)N triazene-carboxamide